Cis-2-[4-(1-methyl-1H-pyrazol-5-yl)-1-piperidinyl]-6-azaspiro[3.4]octane-6-carboxylic acid ethyl ester citrate C(CC(O)(C(=O)O)CC(=O)O)(=O)O.C(C)OC(=O)N1CC2(CC(C2)N2CCC(CC2)C2=CC=NN2C)CC1